C1(=CC=CC=2C3=CC=CC=C3NC12)S(=O)(=O)O.C(C(C)(C)C)OC(=O)C1=CC=C(O)C=C1 neopentylparaben carbazolesulfonate